methyl ((S)-(perfluorophenoxy)-(phenoxy)phosphoryl)-L-alaninate FC1=C(O[P@@](=O)(OC2=CC=CC=C2)N[C@@H](C)C(=O)OC)C(=C(C(=C1F)F)F)F